2-azido-3-(4-fluoro-2-bromophenyl)acrylic acid ethyl ester C(C)OC(C(=CC1=C(C=C(C=C1)F)Br)N=[N+]=[N-])=O